N-{1-[2-(piperazin-1-yl)ethyl]-1H-pyrazol-4-yl}-2-(1H-pyrazol-4-yl)-1,3-thiazole N1(CCNCC1)CCN1N=CC(=C1)N1C(SC=C1)C=1C=NNC1